C(CCCCCCCCCCCCCCCCCCC)(=O)OC(CCCCCC(OC(NCCCN(C)C)=O)CCCCCCOC(CCCCCCCCCCCCCCCCCCC)=O)CCCN(C)C [3-(dimethylamino) propyl]-2-methyl-7-oxo-9-{6-[(1-oxoicosyl) oxy] hexyl}-2,6-diaza-8-oxapentadecan-15-yl icosanoate